S1C(CC2C1=CN=CC2)C#N (4S)-tetrahydrothieno[2,3-c]pyridine-2-carbonitrile